N-{[3-(cyclopentyloxy)pyridin-2-yl]methyl}-5-{2-acetamidoimidazo[1,2-b]pyridazin-6-yl}-2-methoxypyridine-3-carboxamide C1(CCCC1)OC=1C(=NC=CC1)CNC(=O)C=1C(=NC=C(C1)C=1C=CC=2N(N1)C=C(N2)NC(C)=O)OC